(diphenyltriazineyl)[(dimethylfluorenyl)dibenzoselenophenyl]benzene C1(=CC=CC=C1)C1=C(C(=NN=N1)C1=C(C=CC=C1)C1=C(C=CC=2[Se]C3=C(C21)C=CC=C3)C3=C(C(=CC=2C1=CC=CC=C1CC32)C)C)C3=CC=CC=C3